1,1'-thiobis(naphthalene-2-ol) S(C1=C(C=CC2=CC=CC=C12)O)C1=C(C=CC2=CC=CC=C12)O